4-(6-fluoro-4-iodopyridin-2-yl)morpholin-3-one FC1=CC(=CC(=N1)N1C(COCC1)=O)I